5-(2-fluorophenyl)-4-methoxy-1-((6-methoxypyridin-3-yl)sulfonyl)-1H-pyrrole-3-carboxylic acid methyl ester COC(=O)C1=CN(C(=C1OC)C1=C(C=CC=C1)F)S(=O)(=O)C=1C=NC(=CC1)OC